2-Amino-N-((8-chloro-5-(1,1-dioxidothiomorpholino)imidazo[1,5-a]pyridin-6-yl)(cyclopropyl)methyl)pyrazolo[1,5-a]pyrimidine-3-carboxamide trifluoroacetate salt FC(C(=O)O)(F)F.NC1=NN2C(N=CC=C2)=C1C(=O)NC(C1CC1)C=1C=C(C=2N(C1N1CCS(CC1)(=O)=O)C=NC2)Cl